BrC1=CC2=CN(N=C2C=C1OC)C1C(CNCC1)(F)F 4-(5-bromo-6-methoxy-2H-indazol-2-yl)-3,3-difluoropiperidine